3-{7-fluoro-4-oxo-4H,5H-pyrrolo[1,2-a]quinoxalin-5-yl}-N-(5-hydroxypyridin-2-yl)propanamide FC=1C=C2N(C(C=3N(C2=CC1)C=CC3)=O)CCC(=O)NC3=NC=C(C=C3)O